O1OOOC=C1 tetraoxainine